7-(methoxymethyl)-4-(o-tolyl)-2H-chromen-2-one COCC1=CC=C2C(=CC(OC2=C1)=O)C1=C(C=CC=C1)C